2-(2-(3,3-Dimethylcyclohexyl)propoxy)ethyl propionate C(CC)(=O)OCCOCC(C)C1CC(CCC1)(C)C